3-(7-isoquinolinyl)-5-methyl-1,2,4-oxadiazole C1=NC=CC2=CC=C(C=C12)C1=NOC(=N1)C